BrC1=C2C=CN(C2=CC(=C1)Cl)COCC[Si](C)(C)C 4-bromo-6-chloro-1-{[2-(trimethylsilyl)ethoxy]methyl}-1H-indole